3-(4-bromopyrazol-1-yl)-N,N-dimethylpropanamide BrC=1C=NN(C1)CCC(=O)N(C)C